BrC=1C(=C(N(C(C1)=O)C)Cl)C(=O)OC Methyl 4-bromo-2-chloro-1-methyl-6-oxo-1,6-dihydropyridine-3-carboxylate